(9R,13S)-9-(2-chlorophenyl)-3-methyl-16-thia-2,4,5,8-tetraazatetracyclo[8.6.0.02,6.011,15]hexadeca-1(10),3,5,11(15)-tetraene-13-carboxylic acid ClC1=C(C=CC=C1)[C@@H]1NCC2=NN=C(N2C=2SC=3C[C@H](CC3C12)C(=O)O)C